[N+](=O)([O-])C1=CC=C(C=C1)C=O 4-nitrophenyl-(formaldehyde)